FC1=C(C(=C2C=CNC2=C1)CC(=O)O)OC1=CC(=C(C=C1)F)C=1NC(=CN1)C(C)(CCCCCC(CNC)O)C1=CC(=CC=C1)I 2-(6-Fluoro-5-(4-fluoro-3-(5-(8-hydroxy-2-(3-iodophenyl)-9-(methylamino)nonan-2-yl)-1H-imidazol-2-yl)phenoxy)-1H-indol-4-yl)acetic acid